C(C)N1C(S\C(\C1=O)=C/C1=CC2=CC=CC=C2C=C1)=S (Z)-3-ethyl-5-(naphthalen-2-ylmethylene)-2-thioxothiazolidin-4-one